ClC=1C=C2C(=NC=NC2=CC1C1=C(C=CC(=C1)F)O)N1CCN(CC1)C(C=C)=O 1-(4-(6-chloro-7-(5-fluoro-2-hydroxy-phenyl)quinazolin-4-yl)piperazin-1-yl)prop-2-en-1-one